(3-fluoropyridin-2-yl)(imino)(methyl)-lambda6-sulfanone FC=1C(=NC=CC1)S(=O)(C)=N